1-(3-(4-Chloro-3,5-dimethylphenoxy)propyl)-4-((4-methoxyphenyl)sulfonyl)-3,5-dimethyl-1H-pyrrole-2-carboxylic acid ClC1=C(C=C(OCCCN2C(=C(C(=C2C)S(=O)(=O)C2=CC=C(C=C2)OC)C)C(=O)O)C=C1C)C